F[C@H]1CN(CC[C@H]1NC1=CC=CC=2N1N=C(C2CC(F)(F)F)C#CCNC(=O)C2=CN(C=C2)C)C N-[3-(7-{[(3S,4R)-3-fluoro-1-methylpiperidin-4-yl]amino}-3-(2,2,2-trifluoroethyl)pyrazolo[1,5-a]pyridin-2-yl)prop-2-yn-1-yl]-1-methyl-1H-pyrrole-3-carboxamide